C(C)OC(=O)C1=C(N(C2=CC=C(C(=C12)CN1CCCCC1)O)C=1C=C(C=CC1)C)C 5-hydroxy-2-methyl-4-(piperidin-1-ylmethyl)-1-(m-tolyl)-1H-indole-3-carboxylic acid ethyl ester